C[Si](CCOCN1C=CC2=C1N=CN=C2N2CCC(CC2)N)(C)C 1-(7-((2-(trimethylsilyl)ethoxy)methyl)-7H-pyrrolo[2,3-d]pyrimidin-4-yl)piperidin-4-amine